BrC=1C(N(C(N(C1)CC(=O)OC)=O)C)=O Methyl (5-bromo-3-methyl-2,4-dioxo-3,4-dihydro-2H-pyrimidin-1-yl)-acetate